N1-(3-aminopropyl)-N3-(2-(4-(dimethylamino)phenyl)quinolin-4-yl)-N1-methylpropane-1,3-diamine NCCCN(CCCNC1=CC(=NC2=CC=CC=C12)C1=CC=C(C=C1)N(C)C)C